C(C1=CC=CC=C1)OC1=CC=C(C=C1)NC1=NC=C(C(=N1)N1CCC2(CCNC2=O)CC1)C 8-(2-((4-(benzyloxy)phenyl)amino)-5-methylpyrimidin-4-yl)-2,8-diazaspiro[4.5]decan-1-one